1-(4Z,7Z,10Z,13Z,16Z,19Z-docosahexaenoyl)-2-eicosanoyl-glycero-3-phosphoserine CCCCCCCCCCCCCCCCCCCC(=O)O[C@H](COC(=O)CC/C=C\C/C=C\C/C=C\C/C=C\C/C=C\C/C=C\CC)COP(=O)(O)OC[C@@H](C(=O)O)N